(1R,2S)-N-(7-chloro-6-(1-((3S,4S)-4-fluoro-3-methyltetrahydrofuran-3-yl)piperidin-4-yl)isoquinolin-3-yl)-2-cyanocyclobutane-1-carboxamide ClC1=C(C=C2C=C(N=CC2=C1)NC(=O)[C@H]1[C@H](CC1)C#N)C1CCN(CC1)[C@]1(COC[C@H]1F)C